1-(4-bromo-2-fluoro-5-methoxy-phenyl)-3-[(1S)-1-(2-pyrimidin-2-yl-1,2,4-triazol-3-yl)ethyl]urea BrC1=CC(=C(C=C1OC)NC(=O)N[C@@H](C)C=1N(N=CN1)C1=NC=CC=N1)F